3-(2-(3-fluoroazetidin-1-yl)ethyl)-5-methyl-6-oxopyridazine FC1CN(C1)CCC1=NNC(C(=C1)C)=O